N-(2-(5-fluoro-1H-pyrrolo[2,3-b]pyridin-3-yl)ethyl)cyclobutanamine maleate C(\C=C/C(=O)O)(=O)O.FC=1C=C2C(=NC1)NC=C2CCNC2CCC2